difluorocyclohexan-1-amine FC1(CCC(CC1)N)F